trans-nickel oxide [Ni]=O